Azolo[1,5-a]pyrimidine N=1C=2N(C=CC1)C=CC2